C(C)(C)(C)OC(=O)OC=1C=C2CC(N(C(C2=CC1)C)C(=O)OC(C)(C)C)C tert-butyl 6-((tert-butoxycarbonyl)oxy)-1,3-dimethyl-3,4-dihydroisoquinoline-2(1H)-carboxylate